6-amino-7-bromo-1-[(1S)-1-(3-chlorophenyl)ethyl]quinoxalin-2-one NC=1C=C2N=CC(N(C2=CC1Br)[C@@H](C)C1=CC(=CC=C1)Cl)=O